cerium (IV) bis(salicyliden)ethylenediamine C(C=1C(O)=CC=CC1)=NCCN=CC=1C(O)=CC=CC1.[Ce+4]